C(C)N(CC)CCCN 3-(N,N-diethylamino)-propylamine